N[C@@H](CC1=CC(=CC(=C1)F)F)C1=NC2=CC(=CC=C2C(N1C=1C=CC(=C2C(=NN(C12)C)NS(=O)(=O)C)Cl)=O)C1=NC(=CC=C1)C(F)(F)F (S)-N-(7-(2-(1-amino-2-(3,5-difluorophenyl)ethyl)-4-oxo-7-(6-(trifluoromethyl)pyridin-2-yl)quinazolin-3(4H)-yl)-4-chloro-1-methyl-1H-indazol-3-yl)methanesulfonamide